(3S,10R,13S)-10,13-dimethyl-17-(1H-1,2,3-triazol-1-yl)-2,3,4,7,8,9,10,11,12,13,14,15-dodecahydro-1H-cyclopenta[a]phenanthren-3-amine C[C@]12C3CC[C@@]4(C(=CCC4C3CC=C2C[C@H](CC1)N)N1N=NC=C1)C